ClC1=CC=C(C(=N1)C#N)O[C@H](C)C=1C=C(C=C2C(C(=C(OC12)C=1C=CC=2N(C1)C=C(N2)C)C)=O)C 6-Chloro-3-[(1R)-1-[3,6-dimethyl-2-(2-methylimidazo[1,2-a]pyridin-6-yl)-4-oxo-chromen-8-yl]ethoxy]pyridine-2-carbonitrile